tert-butyl-3-(4-(benzyloxy)butyl)-3-hydroxypyrrolidine C(C)(C)(C)N1CC(CC1)(O)CCCCOCC1=CC=CC=C1